CN(CCCN1CN(CN(C1)CCCN(C)C)CCCN(C)C)C 1,3,5-Tris[3-(dimethylamino)propyl]hexahydro-s-triazin